[Si](C)(C)(C(C)(C)C)OCCN(C(=O)C1=NC2=C(N1)C=CC(=C2)C(F)(F)F)C=2C=NC=C(C2C)Cl N-(2-((tert-butyldimethylsilyl)oxy)ethyl)-N-(5-chloro-4-methylpyridin-3-yl)-5-(trifluoromethyl)-1H-benzo[d]imidazole-2-carboxamide